CN(C(OC1=CC2=C(CN(C(O2)=O)CC2=C(C(=CC=C2)N)F)C=C1)=O)C 3-[(3-amino-2-fluorophenyl)methyl]-2-oxo-3,4-dihydro-2H-1,3-benzoxazin-7-yl N,N-dimethylcarbamate